C(C)C1(COCOC1)COC(C=C)=O.FC1=NC=C(C=C1)C=1C=CC=2C3=C(N(C2C1)C)C(=CN=C3)F 2-fluoro-5-[4-fluoro-5-methyl-5H-pyrido[4,3-b]indol-7-yl]pyridine (5-ethyl-1,3-dioxan-5-yl)methyl-acrylate